4-[4-(2-aminoethyl)phenyl]-3-(5-morpholin-4-ylpyridazin-3-yl)oxybenzonitrile NCCC1=CC=C(C=C1)C1=C(C=C(C#N)C=C1)OC=1N=NC=C(C1)N1CCOCC1